[6-(3-Aza-bicyclo[3.1.0]hex-3-yl)-2-methyl-pyridin-3-yl]-methanol C12CN(CC2C1)C1=CC=C(C(=N1)C)CO